N=1C=NN2C1C=CC(=C2)O [1,2,4]triazolo[1,5-a]pyridine-6-ol